C(C1=CC=CC=C1)C1=C(SC=2N3C(COCC21)=NN=C3C)C#CC=3N=CN(C3)CCCC#CC3=C2CN(C(C2=CC=C3)=O)C3C(NC(CC3)=O)=O 3-(4-(5-(4-((3-Benzyl-9-methyl-4H,6H-thieno[2,3-e][1,2,4]triazolo[3,4-c][1,4]oxazepin-2-yl)ethynyl)-1H-imidazol-1-yl)pent-1-yn-1-yl)-1-oxoisoindolin-2-yl)piperidin-2,6-dion